ClC1=C(C=CC(=C1)N1C[C@@H](NCC1)C)N1C=NC(=C1)C1=NC(=NC=C1C(F)(F)F)NC1CCN(CC1)S(=O)(=O)C (S)-4-(1-(2-Chloro-4-(3-methylpiperazin-1-yl)phenyl)-1H-imidazol-4-yl)-N-(1-(methylsulfonyl)piperidin-4-yl)-5-(trifluoromethyl)pyrimidin-2-amine